(R)-3-(3-((R)-1-(benzyloxy)-7-((2-((tert-butyldimethylsilyl)oxy)ethyl)sulfonyl)-2,6,6-trimethyl-1-oxoheptan-2-yl)phenyl)propane-1,2-diyl diacetate C(C)(=O)OC[C@@H](CC1=CC(=CC=C1)[C@](C(=O)OCC1=CC=CC=C1)(CCCC(CS(=O)(=O)CCO[Si](C)(C)C(C)(C)C)(C)C)C)OC(C)=O